C[Si](C#CC#C[Si](C)(C)C)(C)C 1,4-bis(trimethylsilyl)buta-1,3-diyne